[C@@H]12N(C[C@@H](NC1)C2)CC=2C=CC1=C(SC(=C1)C(=O)NC=1C=C(C=CC1F)NC(=O)C1=CC3=C(OCCO3)C=C1)C2 N-(3-(6-((1S,4S)-2,5-diazabicyclo[2.2.1]heptan-2-ylmethyl)benzo[b]thiophene-2-carboxamido)-4-fluorophenyl)-2,3-dihydrobenzo[b][1,4]dioxine-6-carboxamide